5-Ethyl-6-methyl-3E-hepten-2-one C(C)C(/C=C/C(C)=O)C(C)C